tert-butyl octahydro-1H-pyrrolo[3,4-b]pyridine-1-carboxylate N1(C2C(CCC1)CNC2)C(=O)OC(C)(C)C